didecyl 2-(6-(decyl(3-hydroxypropyl)amino)hexyl)-2-methylmalonate C(CCCCCCCCC)N(CCCCCCC(C(=O)OCCCCCCCCCC)(C(=O)OCCCCCCCCCC)C)CCCO